(1aR,5aR)-2-(4-bromo-pyridin-2-yl)-1a,2,5,5a-tetrahydro-1H-2,3-diaza-cyclopropa[a]pentalene-4-carboxylic acid (2,2,2-trifluoro-1,1-dimethyl-ethyl)-amide FC(C(C)(C)NC(=O)C=1C=2C[C@@H]3[C@H](C2N(N1)C1=NC=CC(=C1)Br)C3)(F)F